C(=C)C1CC=CCC1 4-vinyl-cyclohex-1-ene